(±)-(4aR,13bS)-4-benzyl-10,11-dichloro-1,2,3,4,4a,5,6,13b-octahydro-8H-[1,6]naphthyridino[5,6-b]quinazolin-8-one C(C1=CC=CC=C1)N1CCC[C@H]2[C@H]1CCN1C2=NC2=CC(=C(C=C2C1=O)Cl)Cl |r|